N-(2-(piperidin-1-yl)phenyl)benzene-1,4-disulfonamide N1(CCCCC1)C1=C(C=CC=C1)NS(=O)(=O)C1=CC=C(C=C1)S(=O)(=O)N